2-methyl-4,6-dihydroxypyrimidine CC1=NC(=CC(=N1)O)O